COC(=O)C=1N=CC2=C(C=CC=C2C1C(C)C)Br 8-Bromo-4-isopropylisoquinoline-3-carboxylic acid methyl ester